ethyl (S)-3-(3'-chlorobiphenyl-3-yl)-3-(3-(4-hydroxy-1,6-dimethyl-2-oxo-1,2-dihydropyridin-3-yl) ureido)propanoate ClC=1C=C(C=CC1)C1=CC(=CC=C1)[C@H](CC(=O)OCC)NC(=O)NC=1C(N(C(=CC1O)C)C)=O